N[C@@]1(COCC1)C(=O)O (3S)-3-aminotetrahydrofuran-3-carboxylic acid